NC=1C=C(C=CC1F)O 3-amino-4-fluoro-phenol